O1NCOCC=C1 2,3-dihydro-5H-1,4,2-dioxaazepine